N(=C=O)CC1C2(CCC(C1)C2)CN=C=O Bis-(isocyanatomethyl)norbornane